(R)-N-(4-((1-(3-(difluoromethyl)-2-fluorophenyl)ethyl)amino)-2-methyl-8,9-dihydrofuro[2,3-h]quinazolin-6-yl)-2-(dimethylamino)acetamide FC(C=1C(=C(C=CC1)[C@@H](C)NC1=NC(=NC2=C3C(=C(C=C12)NC(CN(C)C)=O)OCC3)C)F)F